NC=1N=C(SC1C(=O)C1=CC(=NO1)CN1CCCCC1)N(C1=CC=C(C=C1)F)C(C(=O)N)C (N-[4-Amino-5-[3-(1-piperidylmethyl)isoxazol-5-carbonyl]thiazol-2-yl]-4-fluoroanilino)propanamid